sulfo succinate C(CCC(=O)[O-])(=O)OS(=O)(=O)O